ClC=1C=C(C=CC1F)[C@@H]1N(OCC1)C1=CC(=NC=N1)NC=1C(=CC(=C(C1)NC(C=C)=O)N1CCC(CC1)N1CC(N(CC1)C1CC1)(C)C)OC N-(5-((6-((R)-3-(3-chloro-4-fluorophenyl)-isoxazolidine-2-yl)pyrimidine-4-yl)amino)-2-(4-(4-cyclopropyl-3,3-dimethylpiperazine-1-yl)piperidine-1-yl)-4-methoxyphenyl)acrylamide